N-[(2-aminoethyl)(1-methyl-1H-pyrazol-4-yl)sulfamoyl]-2-(1,2,3,5,6,7-hexahydro-s-indacen-4-yl)acetamide NCCN(S(=O)(=O)NC(CC1=C2CCCC2=CC=2CCCC12)=O)C=1C=NN(C1)C